3-(piperidin-1-yl)propan-1-one N1(CCCCC1)CCC=O